2-(3-acetyl-5-amino-1H-indazol-1-yl)-N-(2-(3-chloro-2-fluorophenylmethylamino)-2-oxoethyl)-N-isopropylacetamide C(C)(=O)C1=NN(C2=CC=C(C=C12)N)CC(=O)N(C(C)C)CC(=O)NCC1=C(C(=CC=C1)Cl)F